C(CCCCCCCCCCCCC)(=O)O.C(CCCCCCCCCCCCC)(=O)O.OCC(O)CO.OCC(O)CO.OCC(O)CO Triglycerin Dimyristate